CC(=O)NCCCC[C@@H](C(=O)O)N N-e-acetyl-L-lysine